C(C)OC(=O)C1=NNC(=C1)I 5-Iodo-1H-pyrazole-3-carboxylic acid ethyl ester